bis(2-methylallyl)(1,5-cyclooctadiene) ruthenium(II) [Ru+2].CC(CC1=C(CCC=CCC1)CC(=C)C)=C